tetracontyl docos-13-enoate C(CCCCCCCCCCCC=CCCCCCCCC)(=O)OCCCCCCCCCCCCCCCCCCCCCCCCCCCCCCCCCCCCCCCC